(+)-tartronic acid C(C(O)C(=O)O)(=O)O